NC1=C(C=C(C=C1Br)Br)NC1C2CC3(CC(CC1C3)C2)O trans-4-[(2-amino-3,5-dibromophenyl)amino]-adamantan-1-ol